ethyl 1-ethyl-4-[2-(4-fluoro-2,6-dimethylphenoxy)-5-(2-hydroxypropan-2-yl)phenyl]-6-methyl-7-oxopyrrolo[2,3-c]pyridine-2-carboxylate C(C)N1C(=CC2=C1C(N(C=C2C2=C(C=CC(=C2)C(C)(C)O)OC2=C(C=C(C=C2C)F)C)C)=O)C(=O)OCC